(E)-3-(5-(hydroxymethyl)-6-methoxypyridin-2-yl)acrylic acid ethyl ester C(C)OC(\C=C\C1=NC(=C(C=C1)CO)OC)=O